C1(CC1)C1=NN=C(O1)C(=O)N1[C@@H](C2=C(CC1)NC=N2)C2=NN1C(C=CC=C1C(F)F)=C2 (S)-(5-cyclopropyl-1,3,4-oxadiazol-2-yl)(4-(7-(difluoromethyl)pyrazolo[1,5-a]pyridin-2-yl)-6,7-dihydro-1H-imidazo[4,5-c]pyridin-5(4H)-yl)methanone